3-[[4-[5-(trifluoromethyl)-1,2,4-oxadiazol-3-yl]phenyl]methyl]-3H-1,2,3-triazolo[4,5-b]pyridine FC(C1=NC(=NO1)C1=CC=C(C=C1)CN1N=NC=2C1=NC=CC2)(F)F